FC=1C=C2[C@H](N3C(C2=CC1)=CN=C3)C3C(COCC3)O 4-((R)-7-fluoro-5H-imidazo[5,1-a]isoindol-5-yl)tetrahydro-2H-pyran-3-ol